Bromobutylnorbornene BrCCCCC12C=CC(CC1)C2